ClC=1C=CC2=C([C@@H](C[C@@H](O2)C(=O)NC23CC(C2)(C3)N3C=NC(=C3)C(=O)N3CC(C3)COC(F)(F)F)O)C1 (2R,4R)-6-chloro-4-hydroxy-N-[3-(4-{3-[(trifluoromethoxy)methyl]azetidine-1-carbonyl}-1H-imidazol-1-yl)bicyclo[1.1.1]pentan-1-yl]-3,4-dihydro-2H-1-benzopyran-2-carboxamide